BrC1=C(CN(S(=O)(=O)C2=CC=C(C)C=C2)CC(OC)OC)C=CC(=C1F)F N-(2-bromo-3,4-difluorobenzyl)-N-(2,2-dimethoxyethyl)-4-toluenesulfonamide